C(C)(C)(C)OC(=O)N[C@@H]([C@@H](OCCC)C)C(=O)O N-(tert-Butoxycarbonyl)-O-propyl-L-allothreonine